C(C)(C)C1=C(C(=CC=C1)C(C)C)N=C=NC1=C(C=CC=C1C(C)C)C(C)C bis(2,6-diisopropyl-phenyl)carbodiimide